C(#N)C=1C=C(C=CC1)N1N=C(C=C1C(=O)NC1=C(C=CC(=C1)C(C1=C(C=CC=C1)O)NCC1CC1)F)C(F)(F)F 1-(3-cyanophenyl)-N-(5-((cyclopropylmethylamino)(2-hydroxyphenyl)methyl)-2-fluorophenyl)-3-(trifluoromethyl)-1H-pyrazole-5-carboxamide